C(C1=CC=CC=C1)C1(CCC1)OC(=O)N[C@H](C(=O)N[C@H](C(=O)OC)C[C@H]1C(NCC1)=O)CC(C)C Methyl (S)-2-((S)-2-(((1-benzylcyclobutoxy)carbonyl)amino)-4-methylpentanamido)-3-((S)-2-oxopyrrolidin-3-yl)propanoate